n-hexyl isophthalate (n-nonyl)isophthalate C(CCCCCCCC)OC(C1=CC(C(=O)O)=CC=C1)=O.C(C1=CC(C(=O)O)=CC=C1)(=O)OCCCCCC